N-(2-Methylphenyl)disilazan CC1=C(C=CC=C1)N([SiH3])[SiH3]